1-((5-bromopyrimidin-2-yl)methyl)-4-cyclopentylpiperazine-2,3-dione BrC=1C=NC(=NC1)CN1C(C(N(CC1)C1CCCC1)=O)=O